N-methyl-1,1-dioxo-N-[(1S)-2,2,2-trifluoro-1-[4-(2-methoxy-9,10-dihydro-8H-pyrido[2,3-f][1,7]naphthyridin-7-yl)phenyl]ethyl]thiane-4-carboxamide CN(C(=O)C1CCS(CC1)(=O)=O)[C@H](C(F)(F)F)C1=CC=C(C=C1)N1CCCC2=C3C(=NC=C12)C=CC(=N3)OC